ethylamino-3-oxopropionic acid ethyl ester C(C)OC(C(C=O)NCC)=O